ClC=1C=C(CN2[C@@H](C[C@@](CC2)(C(=O)O)CC2=NC(=CC=C2F)NC2=NNC(=C2)C)C)C=CC1F (2R,4R)-1-(3-chloro-4-fluorobenzyl)-4-((3-fluoro-6-((5-methyl-1H-pyrazol-3-yl)amino)pyridin-2-yl)methyl)-2-methyl-piperidine-4-carboxylic acid